(3R,4R)-4-{[5-(2,4-difluoro-phenyl)-isoxazole-3-carbonyl]-amino}-1-(2-fluoro-cyclohexyl)-piperidine-3-carboxylic acid dimethylamide CN(C(=O)[C@@H]1CN(CC[C@H]1NC(=O)C1=NOC(=C1)C1=C(C=C(C=C1)F)F)C1C(CCCC1)F)C